rac-2-[(4-Amino-5-benzoylthiazol-2-yl)-(6-methoxy-3-pyridyl)amino]propanamid NC=1N=C(SC1C(C1=CC=CC=C1)=O)N([C@@H](C(=O)N)C)C=1C=NC(=CC1)OC |r|